4-(3-(4-ethoxy-3-(5-methyl-4-oxo-7-propyl-3,4-dihydroimidazo[5,1-f][1,2,4]triazin-2-yl)phenyl)-5-oxo-2-thioxoimidazolidin-1-yl)-2-(trifluoromethyl)benzonitrile C(C)OC1=C(C=C(C=C1)N1C(N(C(C1)=O)C1=CC(=C(C#N)C=C1)C(F)(F)F)=S)C1=NN2C(C(N1)=O)=C(N=C2CCC)C